(4-isopropyl-1-cyclohexyl)ethanol C(C)(C)C1CCC(CC1)C(C)O